[N+](=O)([O-])\C=C\C1=CC=CC=C1 (E)-β-nitrostyrene